7-(Cyclohex-1-en-1-yl)-1-cyclopentyl-3-methyl-8-(1-methyl-1H-indazol-5-yl)-3,6-dihydroimidazo[4,5-d]pyrrolo[2,3-b]pyridin-2(1H)-on C1(=CCCCC1)C1=C(C=2C(=NC=C3C2N(C(N3C)=O)C3CCCC3)N1)C=1C=C3C=NN(C3=CC1)C